COC=1C=C(CN(C2=CC(=CC=C2)CN2CCOCC2)CC2=CC=C3C=CC=NC3=C2)C=CC1 N-(3-methoxybenzyl)-3-(morpholinomethyl)-N-(quinolin-7-ylmethyl)aniline